3-(3-prop-2-ylphenyl)butyraldehyde CC(C)C=1C=C(C=CC1)C(CC=O)C